tert-butyl (4-((4-(4-((2,6-dioxopiperidin-3-yl)amino)-2-(trifluoromethyl)phenyl)piperazin-1-yl)methyl)piperidin-1-yl)carbamate O=C1NC(CCC1NC1=CC(=C(C=C1)N1CCN(CC1)CC1CCN(CC1)NC(OC(C)(C)C)=O)C(F)(F)F)=O